3-[(3-fluoro-2-methoxyphenyl)amino]-2-(3-{2-[(2S,5S)-5-methyl-1-(prop-2-enoyl)pyrrolidin-2-yl]ethynyl}pyridin-4-yl)-1H,5H,6H,7H-pyrrolo[3,2-c]pyridin-4-one FC=1C(=C(C=CC1)NC1=C(NC2=C1C(NCC2)=O)C2=C(C=NC=C2)C#C[C@H]2N([C@H](CC2)C)C(C=C)=O)OC